trihexyl-tetradecyl-phosphonium bis(2,4,4-trimethylpentyl)phosphate tert-butyl-(3aR,7aR)-7a-fluoro-2-(3-(methoxycarbonyl)phenyl)-1-oxooctahydro-5H-pyrrolo[3,4-c]pyridine-5-carboxylate C(C)(C)(C)OC(=O)N1C[C@@H]2[C@](CC1)(C(N(C2)C2=CC(=CC=C2)C(=O)OC)=O)F.CC(COP(=O)(OCC(CC(C)(C)C)C)[O-])CC(C)(C)C.C(CCCCC)[P+](CCCCCCCCCCCCCC)(CCCCCC)CCCCCC